N-((3s,5s,7s)-adamantan-1-yl)-2-((3-(2,6-dioxopiperidin-3-yl)-2-methyl-4-oxo-3,4-dihydroquinazolin-5-yl)thio)ethane-1-sulfonamide C12(CC3CC(CC(C1)C3)C2)NS(=O)(=O)CCSC2=C3C(N(C(=NC3=CC=C2)C)C2C(NC(CC2)=O)=O)=O